ethyl (E)-3-(4,4,5,5-tetramethyl-1,3,2-dioxaborolan-2-yl)acrylate CC1(OB(OC1(C)C)/C=C/C(=O)OCC)C